C(C1=CC=CC=C1)OC(=O)N1C[C@@H](CC[C@@H]1C)NC=1C2=C(N=CN1)NC=C2C(=O)OCC ethyl 4-(((3R,6S)-1-((benzyloxy)carbonyl)-6-methylpiperidin-3-yl)amino)-7H-pyrrolo[2,3-d]pyrimidine-5-carboxylate